FC1=C(C=CC(=C1)C(=O)N1C(CCCC1)C)C1=NC=2C=CNC(C2C(=C1)NC1=NC=C(C=C1)N1CCC(CC1)O)=O 2-[2-fluoro-4-(2-methyl-piperidine-1-carbonyl)phenyl]-4-[[5-(4-hydroxy-1-piperidyl)-2-pyridyl]amino]-6H-1,6-naphthyridin-5-one